(S or R)-4-(2,6-dioxopiperidin-3-yl)-3,5-difluorophenethyl methanesulfonate CS(=O)(=O)OCCC1=CC(=C(C(=C1)F)[C@H]1C(NC(CC1)=O)=O)F |o1:14|